4-((5-fluoropyridin-2-yl)methoxy)-1-(5-(methyl-d3)-2,3,4,5-tetrahydro-1H-pyrido[4,3-b]indol-7-yl-3,3-d2)pyridin-2(1H)-one FC=1C=CC(=NC1)COC1=CC(N(C=C1)C=1C=CC=2C3=C(N(C2C1)C([2H])([2H])[2H])CC(NC3)([2H])[2H])=O